FC=1C=CC(=C(C1)C1=NN=C(O1)[C@@H]1CC12CCN(CC2)S(=O)(=O)N)C (1R)-1-[5-(5-Fluoro-2-methylphenyl)-1,3,4-oxadiazol-2-yl]-6-azaspiro[2.5]octan-6-sulfonamid